4-[6-[(2-methoxy-4-pyridyl)amino]-1,3-benzothiazol-2-yl]-4-azatricyclo[5.2.1.02,6]dec-8-ene-3,5-dione COC1=NC=CC(=C1)NC1=CC2=C(N=C(S2)N2C(C3C4C=CC(C3C2=O)C4)=O)C=C1